ethyl 2-((5-acrylamido-4-((2-(dimethylamino)ethyl)(methyl)amino)-2-methoxyphenyl)amino)-4-((2-(1-methyl-1H-pyrazol-3-yl)phenyl)amino)pyrimidin-5-carboxylate C(C=C)(=O)NC=1C(=CC(=C(C1)NC1=NC=C(C(=N1)NC1=C(C=CC=C1)C1=NN(C=C1)C)C(=O)OCC)OC)N(C)CCN(C)C